2-pentenedionitrile C(C=CCC#N)#N